methyl 3-(methylsulfonylthio)propanoate CS(=O)(=O)SCCC(=O)OC